methyl 4-amino-1-(4-(1-((tert-butoxycarbonyl)amino)ethyl)phenyl)-2-oxo-7-(trifluoromethyl)-1,2-dihydroquinoline-3-carboxylate NC1=C(C(N(C2=CC(=CC=C12)C(F)(F)F)C1=CC=C(C=C1)C(C)NC(=O)OC(C)(C)C)=O)C(=O)OC